2-(5-(6-(3-(1-(4-(tert-butyl)benzyl)-4-ethyl-5-oxo-4,5-dihydro-1H-1,2,4-triazol-3-yl)propyl)pyrimidin-4-yl)-2-ethoxyphenyl)acetic acid C(C)(C)(C)C1=CC=C(CN2N=C(N(C2=O)CC)CCCC2=CC(=NC=N2)C=2C=CC(=C(C2)CC(=O)O)OCC)C=C1